CC1=NN=C(O1)[C@H]1CN(CCN1)C(=O)OC(C)(C)C tert-butyl (3R)-3-(5-methyl-1,3,4-oxadiazol-2-yl)piperazine-1-carboxylate